6-(oxetan-3-ylcarbamoyl)quinazolin O1CC(C1)NC(=O)C=1C=C2C=NC=NC2=CC1